3-[2-(pyrrolidin-3-yl)ethyliden]-6alpha-hydroxymethylandrostane-7,17-dione N1CC(CC1)CC=C1CC2[C@H](C([C@H]3[C@@H]4CCC([C@@]4(C)CC[C@@H]3[C@]2(CC1)C)=O)=O)CO